2,8-dimethyl-7-(3-(pyridin-4-yl)-7,8-dihydro-1,6-naphthyridin-6(5H)-yl)-4H-pyrimido[1,2-b]pyridazin-4-one CC=1N=C2N(N=C(C(=C2)C)N2CC=3C=C(C=NC3CC2)C2=CC=NC=C2)C(C1)=O